C(C)(C)(C)OC(=O)N1CCC(CC1)C(=O)NNSCNC 4-(2-(methylaminomethylthio)hydrazine-1-carbonyl)piperidine-1-carboxylic acid tert-butyl ester